FC(CN1[C@@H](CCC1)CO)F (S)-(1-(2,2-difluoroethyl)pyrrolidin-2-yl)methanol